1-[(4-chlorophenyl)methyl]-7-[(2,2-dimethyl-1,3-dioxolan-4-yl)methyl]-4-methyl-2-[3-(trifluoromethoxy)phenoxy]-1H,4H,5H,6H,7H,8H-imidazo[4,5-e][1,4]diazepin-5,8-dione ClC1=CC=C(C=C1)CN1C(=NC=2N(C(CN(C(C21)=O)CC2OC(OC2)(C)C)=O)C)OC2=CC(=CC=C2)OC(F)(F)F